BrC/C=C/C(=O)N1[C@H](CN(CC1)C=1C2=C(N=C(N1)OC[C@H]1N(CCC1)C)CN(CC2)C2=CC=CC1=CC=CC(=C21)Cl)CC#N 2-[(2S)-1-[(E)-4-bromobut-2-enoyl]-4-[7-(8-chloro-1-naphthyl)-2-[[(2S)-1-methylpyrrolidin-2-yl]methoxy]-6,8-dihydro-5H-pyrido[3,4-d]pyrimidin-4-yl]piperazin-2-yl]acetonitrile